2,2'-(1,2-ethanediyldioxy)bisethanethiol C(COCCS)OCCS